C(CC(=O)N[C@@H](CS)C(=O)NCC(=O)[O-])[C@@H](C(=O)[O-])[NH3+] The molecule is a peptide anion obtained by deprotonation of both carboxy groups and protonation of the glutamyl amino group of glutathione; major species at pH 7.3. It has a role as a human metabolite, a Saccharomyces cerevisiae metabolite and a cofactor. It is a conjugate base of a glutathione.